4-((5-Chloro-4-((2-(dimethylphosphoryl)phenyl)amino)pyrimidin-2-yl)amino)benzoic acid ClC=1C(=NC(=NC1)NC1=CC=C(C(=O)O)C=C1)NC1=C(C=CC=C1)P(=O)(C)C